The molecule is an N-[2-hydroxy-5-(1-hydroxy-2-{[1-(4-methoxyphenyl)propan-2-yl]amino}ethyl)phenyl]formamide in which both of the stereocentres have R configuration. The active enantiomer of formoterol, it is administered by inhalation (generally as the tartrate salt) as a direct-acting sympathomimetic and bronchodilator for the treatment of chronic obstructive pulmonary disease (any progressive respiratory disease that makes it harder to breathe over time, such as chronic bronchitis and emphysema). It has a role as a bronchodilator agent, an anti-asthmatic drug and a beta-adrenergic agonist. It is a conjugate base of an arformoterol(1+). It is an enantiomer of a (S,S)-formoterol. C[C@H](CC1=CC=C(C=C1)OC)NC[C@@H](C2=CC(=C(C=C2)O)NC=O)O